N-(5-(2,6-Difluoro-4-methoxyphenyl)-2-(6-(2,2-difluoropropoxy)-4-methoxypyridin-2-yl)-1-methyl-3-oxo-2,3-dihydro-1H-pyrazol-4-yl)-4-(difluoromethoxy)benzamide FC1=C(C(=CC(=C1)OC)F)C1=C(C(N(N1C)C1=NC(=CC(=C1)OC)OCC(C)(F)F)=O)NC(C1=CC=C(C=C1)OC(F)F)=O